1-(2-(4-fluorobenzyl)-5,7-dihydro-4H-thieno[2,3-c]pyran-3-carboxamido)ethyl-benzoic acid FC1=CC=C(CC2=C(C3=C(COCC3)S2)C(=O)NC(C)C2=C(C(=O)O)C=CC=C2)C=C1